O1C(=CC=C1)C1=CC=C2C(=NC(=NC2=C1)N)N1CCNCC1 7-(furan-2-yl)-4-(piperazin-1-yl)quinazolin-2-amine